2,2,2-trifluoro-1-(3-(furan-2-ylmethyl)-2,4-dimethylazetidin-1-yl)ethan-1-one FC(C(=O)N1C(C(C1C)CC=1OC=CC1)C)(F)F